FC1=C(OCC2=C(C(=O)OC)C=CC=C2)C=CC(=C1C=O)OC methyl 2-((2-fluoro-3-formyl-4-methoxyphenoxy)methyl)benzoate